FC1=CC=C(C=C1)C1=NC2=C(N1)CCCC2 2-(4-fluorophenyl)-4,5,6,7-tetrahydro-1H-benzo[d]imidazole